1-(5-hexylundecyl) 13-undecyl 7-aminotridecanedioate NC(CCCCCC(=O)OCCCCC(CCCCCC)CCCCCC)CCCCCC(=O)OCCCCCCCCCCC